FC=1C=C(C=CC1)[C@H](CNC(C[C@H]1CN(CCC1)C(=O)OC(C)(C)C)(C)C)O tert-butyl (S)-3-(2-(((R)-2-(3-fluorophenyl)-2-hydroxyethyl)amino)-2-methylpropyl)-piperidine-1-carboxylate